CC=1N(C=C(N1)C=1SC=CC1N)C(C1=CC=CC=C1)(C1=CC=CC=C1)C1=CC=CC=C1 2-(2-methyl-1-trityl-1H-imidazol-4-yl)thiophen-3-amine